tert-butyl 5-[3-[benzoyl-[1-[(3-nitrophenyl)methylsulfonyl]-4-piperidyl]amino]phenyl]-4-chloro-3-(2-ethoxy-2-oxo-ethoxy)thiophene-2-carboxylate C(C1=CC=CC=C1)(=O)N(C=1C=C(C=CC1)C1=C(C(=C(S1)C(=O)OC(C)(C)C)OCC(=O)OCC)Cl)C1CCN(CC1)S(=O)(=O)CC1=CC(=CC=C1)[N+](=O)[O-]